2,4,4-trimethylcyclopentane CC1CCC(C1)(C)C